1,1-di(t-butylperoxy)-3,3,5-trimethyl-cyclohexane Tert-Butyl-(5-chloro-3-cyclopropylpyrazolo[1,5-a]pyrimidin-7-yl)(3-trifluoromethylphenyl)carbamate C(C)(C)(C)OC(N(C1=CC(=CC=C1)C(F)(F)F)C1=CC(=NC=2N1N=CC2C2CC2)Cl)=O.C(C)(C)(C)OOC2(CC(CC(C2)C)(C)C)OOC(C)(C)C